[I-].C(CCCCC)OC=1C(=NSN1)C1=CCC[N+](C1)(C)C(C)OC(=O)OC(C)C 5-(4-(hexyloxy)-1,2,5-thiadiazol-3-yl)-1-(1-((isopropoxycarbonyl)oxy)ethyl)-1-methyl-1,2,3,6-tetrahydropyridin-1-ium iodide